BrC1=CN(C2=C(C=CC=C12)C1=NC=C(C=N1)F)C(=O)OC(C)(C)C tert-butyl 3-bromo-7-(5-fluoropyrimidin-2-yl)-1H-indole-1-carboxylate